4-Cyanobenzyl 6-((1-(cyclopropylsulfonyl)cyclopropyl)methyl)-1-methyl-7-oxo-4,5,6,7-tetrahydro-1H-pyrazolo[3,4-c]pyridine-3-carboxylate C1(CC1)S(=O)(=O)C1(CC1)CN1C(C2=C(CC1)C(=NN2C)C(=O)OCC2=CC=C(C=C2)C#N)=O